C(C)(C)(C)OC(=O)N1C(C(C2=CC(=CC=C12)OC)CC1=CC=C2C(=NN(C2=C1)C(=O)OC(C)(C)C)NC1=NC(=NC=C1OC)N1CCCC1)=O tert-butyl 6-{[1-(tert-butoxycarbonyl)-5-methoxy-2-oxo-3H-indol-3-yl]methyl}-3-{[5-methoxy-2-(pyrrolidin-1-yl)pyrimidin-4-yl]amino}indazole-1-carboxylate